(S)-1-chloro-3-(2,6-dichloro-4-(2-(4-((R)-2-hydroxy-3-(1H-imidazol-1-yl)propoxy)phenyl)propan-2-yl)phenoxy)propan-2-ol ClC[C@H](COC1=C(C=C(C=C1Cl)C(C)(C)C1=CC=C(C=C1)OC[C@@H](CN1C=NC=C1)O)Cl)O